2-((4-fluoro-1H-pyrazol-3-yl)methyl)-6-((4-methoxy-1H-pyrazol-3-yl)methyl)-4-methyl-4H-thiazolo[5',4':4,5]pyrrolo[2,3-d]pyridazin-5(6H)-one FC=1C(=NNC1)CC=1SC2=C(N(C=3C(N(N=CC32)CC3=NNC=C3OC)=O)C)N1